NC1=C(OCC(=O)O)C=CC(=C1)N L-2,4-diaminophenoxyacetic acid